N[C@@H](COC(N)=O)CC1=CC=CC=C1 (R)-carbamic acid 2-amino-3-phenylpropyl ester